2'-(4-(azepan-1-yl)-6-chloro-8-fluoro-2-((tetrahydro-1H-pyrrolizin-7a(5H)-yl)meth-oxy)quinazolin-7-yl)-[1,1'-biphenyl]-3-amine N1(CCCCCC1)C1=NC(=NC2=C(C(=C(C=C12)Cl)C1=C(C=CC=C1)C1=CC(=CC=C1)N)F)OCC12CCCN2CCC1